FC(S(=O)(=O)C)(F)F trifluoromethanesulfonyl-methane